(2R,11aS)-8-chloro-2,7-difluoro-5-(((2R,7aS)-2-fluorotetrahydro-1H-pyrrolizin-7a(5H)-yl)methoxy)-2,3,11,11a-tetrahydro-1H-10-oxa-3a,4,6,9-tetraazanaphtho[1,8-ef]azulene ClC1=C(C=2C3=C([C@@H]4CON=C14)C[C@H](CN3N=C(N2)OC[C@]23CCCN3C[C@@H](C2)F)F)F